C(C)OC(=O)C1=C(N(C=C(C1=O)C1=CC=C(C=C1)Cl)CC)C1=CC(=C(C=C1)Cl)Cl.N1C(CCC1)C=1C=NC=CC1 3-(pyrrolidin-2-yl)pyridine ethyl-5-(4-chlorophenyl)-2-(3,4-dichlorophenyl)-1-ethyl-4-oxo-pyridine-3-carboxylate